(S)-2-(4-(6-(([1,1'-biphenyl]-4-ylmethyl)amino)-9-isopropyl-9H-purin-2-yl)piperazine-2-yl)ethan-1-ol C1(=CC=C(C=C1)CNC1=C2N=CN(C2=NC(=N1)N1C[C@@H](NCC1)CCO)C(C)C)C1=CC=CC=C1